C(C)C1=C(C(=C(C(=C1[2H])[2H])NC(=O)NC1=CNC2=CC=CC=C12)[2H])[2H] 1-(4-Ethylphenyl-2,3,5,6-d4)-3-(1H-indol-3-yl)urea